CO\N=C\C1=C(NC2=C(C=C(C=C12)COCC)N)C1=CC=CC=C1 (E)-7-amino-5-(ethoxymethyl)-2-phenyl-1H-indole-3-carbaldehyde O-methyloxime